CC1=CC=C(C=C1)S(=O)(=O)OCC1CN(C1)C(=O)OCCCC butyl 3-[[(4-methylbenzenesulfonyl)oxy]methyl]azetidine-1-carboxylate